NCCC(=O)NC1=CC=C(C=C1)C#CCN 3-amino-N-(4-(3-aminoprop-1-yn-1-yl)phenyl)propanamide